N-(5-(1H-pyrazol-4-yl)benzo[d]oxazol-2-yl)-5-fluorobenzo[d]oxazol-2-amine N1N=CC(=C1)C=1C=CC2=C(N=C(O2)NC=2OC3=C(N2)C=C(C=C3)F)C1